4-(6-Chloro-pyridin-3-ylamino)-N-(1-methyl-piperidin-4-yl)-benzamide ClC1=CC=C(C=N1)NC1=CC=C(C(=O)NC2CCN(CC2)C)C=C1